2-[(3R,4R,5S)-4-fluoro-5-methyl-3-piperidinyl]ethanol F[C@H]1[C@@H](CNC[C@@H]1C)CCO